6-(5-Chloropyridin-2-yl)-2-(3-fluorophenyl)-N-[(2S)-1-hydroxypropan-2-yl]-3-oxo-2,3-dihydropyridazin-4-carboxamid ClC=1C=CC(=NC1)C=1C=C(C(N(N1)C1=CC(=CC=C1)F)=O)C(=O)N[C@H](CO)C